C1(CCCCC1)C=1NC2=CC=C(C=C2C1C=O)C 2-CYCLOHEXYL-5-METHYL-1H-INDOLE-3-CARBOXALDEHYDE